5-(N-(2-(4-(2,4,6-trimethylbenzoyl)piperazin-1-yl)phenyl)-N-phenethylsulfamoyl)3-methylbenzofuran-2-carboxylic acid ethyl ester C(C)OC(=O)C=1OC2=C(C1C)C=C(C=C2)S(N(CCC2=CC=CC=C2)C2=C(C=CC=C2)N2CCN(CC2)C(C2=C(C=C(C=C2C)C)C)=O)(=O)=O